1-(tert-butyl-methyl)-4-ethylbenzene C(C)(C)(C)CC1=CC=C(C=C1)CC